(6aS,10aS)-6,6,9-trimethyl-3-pentyl-6a,7,10,10a-tetrahydro-6H-benzo[c]chromen-1-ol CC1(OC=2C=C(C=C(C2[C@@H]2[C@@H]1CC=C(C2)C)O)CCCCC)C